2-bromo-1-[(5-chloropyrimidin-2-yl)methyl]imidazole-4-carbaldehyde BrC=1N(C=C(N1)C=O)CC1=NC=C(C=N1)Cl